C(C)(C)(C)OC(NC1CCC(CC1)OCCOCC#C)=O ((1r,4r)-4-(2-(prop-2-yn-1-yloxy)ethoxy)cyclohexyl)carbamic acid tert-butyl ester